[4-[[3-[4-(difluoromethoxy)phenyl]imidazo[1,2-a]pyrazin-8-yl]amino]-2-methylphenyl]-[4-[(4-methylpyrazol-1-yl)methyl]piperidin-1-yl]methanone FC(OC1=CC=C(C=C1)C1=CN=C2N1C=CN=C2NC2=CC(=C(C=C2)C(=O)N2CCC(CC2)CN2N=CC(=C2)C)C)F